2-((1s,2s)-1-(2-chloro-5-fluorophenyl)-1-(1-(2-methoxyethyl)-3-methyl-1H-pyrazol-4-yl)propan-2-yl)-5-hydroxy-N-(isoxazol-4-yl)-1-methyl-6-oxo-1,6-dihydropyrimidine-4-carboxamide ClC1=C(C=C(C=C1)F)[C@@H]([C@H](C)C=1N(C(C(=C(N1)C(=O)NC=1C=NOC1)O)=O)C)C=1C(=NN(C1)CCOC)C